BrC1=NN(C(=N1)OC1=CC(=CC(=C1)F)Cl)C(C)C 3-bromo-5-(3-chloro-5-fluorophenoxy)-1-isopropyl-1H-1,2,4-triazole